1-amino-3-(2-boronoethyl)-5-(dimethylamino)cyclohexane-1-carboxylic acid dihydrochloride Cl.Cl.NC1(CC(CC(C1)N(C)C)CCB(O)O)C(=O)O